OCCN1C(=NC=C1[N+](=O)[O-])C 1-(2-Hydroxyethyl)-2-methyl-5-nitroimidazole